2-(3,5-dichloro-4-((5-phenyl-6-oxo-1,6-dihydropyridazin-3-yl)oxy)phenyl)-3,5-dioxo-2,3,4,5-tetrahydro-1,2,4-triazine-6-carbonitrile ClC=1C=C(C=C(C1OC1=NNC(C(=C1)C1=CC=CC=C1)=O)Cl)N1N=C(C(NC1=O)=O)C#N